tert-Butyl 4,7-diazaspiro[2.5]octane-4-carboxylate oxalate salt C(C(=O)O)(=O)O.C1CC12N(CCNC2)C(=O)OC(C)(C)C